COC1=C(C=CC(=C1OC)C#CC1=C(C=O)C=CC=C1)C#CC1=C(C=O)C=CC=C1 4'-((2,3-dimethoxy-1,4-phenylene)bis-(acetylene-2,1-diyl))dibenzoaldehyde